ClC=1C=C(OCC(=O)O)C=C(C1CC1=CC(=C(C=C1)O)C(C)C)C 3-chloro-4-(4-hydroxy-3-isopropylbenzyl)-5-methyl-phenoxyacetic acid